2-[3,6-Bis(ethylsulfanyl)pyridin-2-yl]-6-(trifluoromethyl)imidazo[1,2-a]pyrazine C(C)SC=1C(=NC(=CC1)SCC)C=1N=C2N(C=C(N=C2)C(F)(F)F)C1